NCCC1=CC=C(C=C1)C1=C(C=C(C#N)C=C1)OC1=NC(=NC(=C1)N(CCC)CCC)C 4-[4-(2-aminoethyl)phenyl]-3-[6-(dipropylamino)-2-methylpyrimidin-4-yl]oxybenzonitrile